C(C=C)(=O)OCCCCN=C=O acryloyloxy-n-butyl isocyanate